COC1=C(C=CC(=C1)N1C(CCC1)=O)NC=1N=C(C2=C(N1)NC=C2C#N)NC 2-((2-methoxy-4-(2-oxopyrrolidin-1-yl)phenyl)amino)-4-(methylamino)-7H-pyrrolo[2,3-d]pyrimidine-5-carbonitrile